CNC(=O)NC1=CC(=CC=C1)S(F)(F)(F)(F)F 1-methyl-3-(3-pentafluorosulfanylphenyl)urea